methyl 2'-bromo-6'-chloro-5-fluoro-[1,1'-biphenyl]-3-carboxylate BrC1=C(C(=CC=C1)Cl)C1=CC(=CC(=C1)F)C(=O)OC